2-Tert-butyl-4-methyl-5-(2-(4-cyanophenyl)butyrylamino)-3-methylthiophene-2,4-dicarboxylic acid C(C)(C)(C)C1(SC(C(C1C)(C(=O)O)C)NC(C(CC)C1=CC=C(C=C1)C#N)=O)C(=O)O